C(=O)[C@H]1CN(CC1)C(=O)OC(C)(C)C tert-butyl (R)-3-formylpyrrolidine-1-carboxylate